C(C(C)C)[C@H]1N(CCC(C1)C=1C=C(C2=C(N(C(=N2)C=2C=C(C=3N(C2)N=CN3)OC)C)C1)C)C1CCNCC1 6-(6-(r-isobutyl-[1,4'-bipiperidin]-4-yl)-1,4-dimethyl-1H-benzo[d]imidazol-2-yl)-8-methoxy-[1,2,4]triazolo[1,5-a]pyridine